{6-[(1R,2S,3S,5S)-3-amino-2-fluoro-8-azabicyclo[3.2.1]octan-8-yl]-3-[7-chloro-2-(methoxymethyl)-1,3-benzothiazol-6-yl]-1H-pyrazolo[3,4-b]pyrazin-5-yl}methanol N[C@@H]1[C@@H]([C@H]2CC[C@@H](C1)N2C2=C(N=C1C(=N2)NN=C1C1=C(C2=C(N=C(S2)COC)C=C1)Cl)CO)F